FC([C@@H]1CC[C@H](CC1)N)(F)F trans-4-(trifluoromethyl)cyclohexan-1-amine